C(CN(CC(=O)[O-])CC(=O)[O-])N(CCN(CC(=O)[O-])CC(=O)[O-])CC(=O)[O-].O.[Na+].[Na+].[Na+].[Ca+2] diethylenetriamine-pentaacetic acid calcium trisodium salt hydrate